FC(/C(=C(\C(C(F)(F)F)(C(F)(F)F)F)/F)/F)(F)F Z-1,1,1,2,3,4,5,5,5-nonafluoro-4-(trifluoromethyl)-2-pentene